1-(methyl-d3)-5-((R)-3-methylmorpholino)-3-(1-(tetrahydro-2H-pyran-2-yl)-1H-pyrazol-5-yl)-1H-pyrazolo[4,3-b]Pyridin-7-yl triflate O(S(=O)(=O)C(F)(F)F)C1=C2C(=NC(=C1)N1[C@@H](COCC1)C)C(=NN2C([2H])([2H])[2H])C2=CC=NN2C2OCCCC2